2-(4-((2-(2,3-dihydrobenzo[b][1,4]dioxin-6-yl)pyrrolidin-1-yl)methyl)phenyl)-4-methylthiazole O1C2=C(OCC1)C=C(C=C2)C2N(CCC2)CC2=CC=C(C=C2)C=2SC=C(N2)C